O[C@@H]1C2(CN(C2)C(=O)OC(C)(C)C)CC[C@@H]1[C@@H]1N2C(C=3C=CC=CC13)=CN=C2 tert-butyl (5S,6R)-5-hydroxy-6-[(S)-5H-imidazo[1,5-b]isoindol-5-yl]-2-azaspiro[3.4]octane-2-carboxylate